3-methyl-4-nitro-1-(tetrahydro-2H-pyran-2-yl)-1H-pyrazole CC1=NN(C=C1[N+](=O)[O-])C1OCCCC1